FC1=CC=C(OC(C(=O)NC2=CC=C(C=C2)C2=CC=C(C=C2)S(=O)(=O)C)(C)C)C=C1 2-(4-fluorophenoxy)-2-methyl-N-(4'-(methylsulfonyl)-[1,1'-biphenyl]-4-yl)propanamide